C(C)OC1=CC=C(C=C1)C1=CN=CC(=N1)C(=O)N/N=C/C1=CC(=C(C(=C1)OC)F)OC (E)-6-(4-ethoxyphenyl)-N'-(4-fluoro-3,5-dimethoxybenzylidene)pyrazine-2-carbohydrazide